1-(5-(((2S,4R)-1-((4,4-difluorocyclohexyl)methyl)-2-methylpiperidin-4-yl)methyl)pyrazolo[1,5-a]pyridin-3-yl)dihydropyrimidine-2,4(1H,3H)-dione FC1(CCC(CC1)CN1[C@H](C[C@@H](CC1)CC1=CC=2N(C=C1)N=CC2N2C(NC(CC2)=O)=O)C)F